3-propyl-triazole-4-carboxamide C(CC)N1N=NC=C1C(=O)N